(R)-1-(3-((3-chloro-6-((1-ethyl-1H-pyrazol-4-yl)amino)-1H-pyrazolo[3,4-d]pyrimidin-4-yl)amino)piperidin-1-yl)prop-2-en-1-one ClC1=NNC2=NC(=NC(=C21)N[C@H]2CN(CCC2)C(C=C)=O)NC=2C=NN(C2)CC